CC1=C(C=NC=2OCCNC21)N2CC=1N=C(N=CC1CC2)NC2=CC=C(C=C2)CN2N=CC=C2 7-{8-methyl-1H,2H,3H-pyrido[2,3-b][1,4]oxazin-7-yl}-N-{4-[(1H-pyrazol-1-yl)methyl]phenyl}-5H,6H,7H,8H-pyrido[3,4-d]pyrimidin-2-amine